OCCCC[NH+]1CCCCC1 1-(4-hydroxybutyl)piperidin-1-ium